1-(3-(7-fluorobenzofuran-5-yl)-6-(4,4,4-trifluorobutyl)pyrazin-2-yl)-4-hydroxypiperidine-4-carboxylic acid FC1=CC(=CC=2C=COC21)C=2C(=NC(=CN2)CCCC(F)(F)F)N2CCC(CC2)(C(=O)O)O